C(C)N1CCN(CC1)CCN 2-(4-ethylpiperazin-1-yl)ethan-1-amine